tert-butyl benzyl((R)-4-morpholino-1,4-dioxo-1-(((R)-4-phenyl-1-(4,4,5,5-tetramethyl-1,3,2-dioxaborolan-2-yl)butyl)amino)butan-2-yl)carbamate C(C1=CC=CC=C1)N(C(OC(C)(C)C)=O)[C@@H](C(N[C@@H](CCCC1=CC=CC=C1)B1OC(C(O1)(C)C)(C)C)=O)CC(=O)N1CCOCC1